BrCCCCCCO[Si](OC(CCCCCCC\C=C/CCCCCCCC)OC=1C(=C2CCC(OC2=C(C1C)C)(CCCC(CCCC(CCCC(C)C)C)C)C)C)(C)C (Z)-((6-bromohexyl)oxy)dimethyl((1-((2,5,7,8-tetramethyl-2-(4,8,12-trimethyltridecyl)chroman-6-yl)oxy)octadec-9-en-1-yl)oxy)silane